p-nitrocresol CC1=C(C=CC(=C1)[N+](=O)[O-])O.CC1=C(C=CC(=C1)O)[N+](=O)[O-]